1-(4-bromophenyl)-N-(4-(6-methoxy-7-(3-(4-methylpiperazin-1-yl)propoxy)quinazolin-4-yl)phenyl)methanesulfonamide BrC1=CC=C(C=C1)CS(=O)(=O)NC1=CC=C(C=C1)C1=NC=NC2=CC(=C(C=C12)OC)OCCCN1CCN(CC1)C